1-cyclopropyl-6-fluoro-7-[2-(oxan-2-yloxy)ethoxy]-4-oxo-1,4-dihydroquinoline-3-carbaldehyde C1(CC1)N1C=C(C(C2=CC(=C(C=C12)OCCOC1OCCCC1)F)=O)C=O